ClCCCCC1=CC=C(C#N)C=C1 4-(4-chlorobutyl)benzonitrile